6-ethoxy-1,2-dihydro-2,2,4-tri-methylquinoline C(C)OC=1C=C2C(=CC(NC2=CC1)(C)C)C